FC1=C(C=C(C=C1)F)[C@H]1OC(C(C[C@@H]1NC(OC(C)(C)C)=O)=O)C(F)(F)F tert-butyl ((2R,3S)-2-(2,5-difluorophenyl)-5-oxo-6-(trifluoromethyl)tetrahydro-2H-pyran-3-yl)carbamate